[Br].[Br].C(#N)C1=C(SC=C1)C#N dicyanothiophene dibromine